ClC1=CC=C(C=C1)C=1N=C2N(C=CC=C2)C1CN1CC2COCC(C1)N2C(=O)C2COCC2 (7-{[2-(4-Chlorophenyl)imidazo[1,2-a]pyridin-3-yl]methyl}-3-oxa-7,9-diazabicyclo[3.3.1]non-9-yl)(tetrahydrofuran-3-yl)methanone